sodium 9,10-dihydroxyoctadecenoate OC(CCCCCC=CC(=O)[O-])C(CCCCCCCC)O.[Na+]